tert-butyl 2-bromo-5-(7,8-dimethyl-[1,2,4]triazolo[1,5-a]pyridin-6-yl)-4-isopropyl-3-methyl-thieno[2,3-b]pyrrole-6-carboxylate BrC1=C(C2=C(N(C(=C2C(C)C)C=2C(=C(C=3N(C2)N=CN3)C)C)C(=O)OC(C)(C)C)S1)C